BrC1=CC=C(N(C2=CC=C(C=C2)C=2C=CC=3N(C4=CC=CC=C4C3C2)C2=CC=CC=C2)C2=CC=CC=C2)C=C1 4-bromo-N-phenyl-N-(4-(9-phenyl-9H-carbazol-3-yl)phenyl)aniline